N1C=CC2=CC=C3C(=C12)C=CC=C3.C3CCCC1=NC2=CC=CC=C2C=C31 tetrahydroacridine benzindole salt